5-((5-Chloro-2-((3R,5S)-4,4-difluoro-3,5-dimethylpiperidin-1-yl)pyrimidin-4-yl)amino)-3-(3-hydroxy-3-methylbutyl)-1-methyl-1,3-dihydro-2H-benzo[d]imidazol-2-on ClC=1C(=NC(=NC1)N1C[C@H](C([C@H](C1)C)(F)F)C)NC1=CC2=C(N(C(N2CCC(C)(C)O)=O)C)C=C1